FC(C)(F)C=1C=C(OC2=C(C(=NN2C)C(F)F)C(=O)N[C@@H](C)C2=CC=C(C(=O)OC)C=C2)C=CC1 methyl (S)-4-(1-(5-(3-(1,1-difluoroethyl)phenoxy)-3-(difluoromethyl)-1-methyl-1H-pyrazole-4-carboxamido)ethyl)benzoate